ClC=1C(=NC=C(C(=O)O)C1)N1C(=NC2=C(C1=O)C[C@H](N(C2)C(C2=CC(=C(C=C2)Cl)C(F)(F)F)=O)C)NC(C)C (R)-5-Chloro-6-(7-(4-chloro-3-(trifluoromethyl)benzoyl)-2-(isopropylamino)-6-methyl-4-oxo-5,6,7,8-tetrahydropyrido[3,4-d]pyrimidin-3(4H)-yl)nicotinic acid